N,N-diisopropyl-3-oxo-7,9-diazabicyclo[3.3.1]Nonane-9-carboxamide C(C)(C)N(C(=O)N1C2CC(CC1CNC2)=O)C(C)C